4-[8-(3,8-diazabicyclo[3.2.1]octan-3-yl)-4-fluoro-5-(1-hydroxycyclopropyl)-6-methyl-2,7-naphthyridin-3-yl]-5-ethynyl-6-fluoro-naphthalen-2-ol C12CN(CC(CC1)N2)C=2N=C(C(=C1C(=C(N=CC21)C2=CC(=CC1=CC=C(C(=C21)C#C)F)O)F)C2(CC2)O)C